6-((3,5-difluoropyridin-2-yl)amino)-N-ethoxy-4-((3-(5-fluoropyrimidine-2-yl)-2-methoxyphenyl)amino)nicotinamide FC=1C(=NC=C(C1)F)NC1=NC=C(C(=O)NOCC)C(=C1)NC1=C(C(=CC=C1)C1=NC=C(C=N1)F)OC